(E)-N-ethyl-N-(2-methylsulfonylethyl)-3-(p-tolyl)prop-2-enamide C(C)N(C(\C=C\C1=CC=C(C=C1)C)=O)CCS(=O)(=O)C